O[C@@H]1[C@@H](CCCC1)NC(=O)C1=NC=CC=C1 N-[(1R,2S)-2-hydroxycyclohexyl]pyridine-2-carboxamide